(3R,4S) and (3S,4R)-benzyl 3-fluoro-4-hydroxypiperidine-1-carboxylate F[C@@H]1CN(CC[C@@H]1O)C(=O)OCC1=CC=CC=C1 |r|